difluorocyclopent-1-enecarboxylic acid FC1C(=C(CC1)C(=O)O)F